1-butyl-2-[(Z)-2-(2,4,6-trimethoxyphenyl)ethenyl]quinolin-1-ium C(CCC)[N+]1=C(C=CC2=CC=CC=C12)\C=C/C1=C(C=C(C=C1OC)OC)OC